2-((2S,4S)-1-acryloyl-4-(7-bromo-8-chloro-4-(3-(dimethylamino)azetidin-1-yl)-1H-imidazo[4,5-c]quinolin-1-yl)piperidin-2-yl)acetonitrile C(C=C)(=O)N1[C@@H](C[C@H](CC1)N1C=NC=2C(=NC=3C=C(C(=CC3C21)Cl)Br)N2CC(C2)N(C)C)CC#N